2-methyl-4-[[(2R)-1-methylazetidin-2-yl]methoxy]pyrazol CN1N=CC(=C1)OC[C@@H]1N(CC1)C